COC1=CC=C(C=C1)COC1=CC=C(C(=O)N)C=C1 4-[(4-methoxyphenyl)methoxy]benzamide